2-(4-cyclopropyl-2-fluoro-phenoxy)tetrahydropyran C1(CC1)C1=CC(=C(OC2OCCCC2)C=C1)F